phenyl-4-cyanobiphenyl C1(=CC=CC=C1)C1=C(C=CC(=C1)C#N)C1=CC=CC=C1